ClC=1C(=NC(=NC1)NC1CCOCC1)C1=CC=C2CN(C(C2=C1)=O)CC(N1CC(CC1)C1=CC=CC=C1)=O 6-{5-chloro-2-[(oxacyclohex-4-yl)amino]pyrimidin-4-yl}-2-[2-oxo-2-(3-phenylpyrrolidin-1-yl)ethyl]-2,3-dihydro-1H-isoindol-1-one